(S)-N-(4-((4-methoxy-5-(2,2,2-trifluoro-1-hydroxyethyl)pyrazolo[1,5-a]pyridin-3-yl)amino)-5-(propanoyl-3,3,3-d3)pyridin-2-yl)cyclopropanecarboxamide COC=1C=2N(C=CC1[C@@H](C(F)(F)F)O)N=CC2NC2=CC(=NC=C2C(CC([2H])([2H])[2H])=O)NC(=O)C2CC2